4-[2-(N-cyclohexyl-anilino)-2-oxo-ethyl]-1-(4-fluorophenyl)piperidine-4-carboxylic acid C1(CCCCC1)N(C1=CC=CC=C1)C(CC1(CCN(CC1)C1=CC=C(C=C1)F)C(=O)O)=O